NC=1C=C(C=C(C1)C(F)(F)F)C(C)NC=1C2=C(N=CN1)N(C(C(=C2)C=2CCNCC2)=O)C 4-((1-(3-amino-5-(trifluoromethyl)phenyl)ethyl)amino)-8-methyl-6-(1,2,3,6-tetrahydropyridin-4-yl)pyrido[2,3-d]pyrimidin-7(8H)-one